[5-{[2-(4-isopropylphenyl)imidazo[1,2-a]pyridin-3-yl]methyl}hexahydropyrrolo[3,4-c]pyrrol-2(1H)-yl]methanone C(C)(C)C1=CC=C(C=C1)C=1N=C2N(C=CC=C2)C1CN1CC2C(C1)CN(C2)C=O